(S)-methyl formate C(=O)OC